ClC1=C(C=CC=C1F)C1=CC2=C(O[C@H](CN2S(=O)(=O)C2=CC(=CC=C2)C(F)(F)F)CNC(=O)C2=CC=NN2)C=C1 (S)-N-((6-(2-chloro-3-fluoro-phenyl)-4-((3-(trifluoromethyl)-phenyl)sulfonyl)-3,4-dihydro-2H-benzo[b][1,4]oxazin-2-yl)methyl)-1H-pyrazole-5-carboxamide